4-(4-(5-cyclopropyl-1H-pyrazol-1-yl)-3-methylphenyl)-N-(1-methyl-1H-pyrazol-4-yl)pyrimidin-2-amine C1(CC1)C1=CC=NN1C1=C(C=C(C=C1)C1=NC(=NC=C1)NC=1C=NN(C1)C)C